dilauryl-sulfosuccinic acid sodium salt [Na+].C(CCCCCCCCCCC)C(C(C(=O)[O-])S(=O)(=O)[O-])(C(=O)[O-])CCCCCCCCCCCC.[Na+].[Na+]